C(CCCCCCCCCCC)(=O)N[C@@H](CCCNC(N)=N)C(=O)O Lauroyl-Arginin